1-[(4-ethyl-5-oxo-morpholin-2-yl)methyl]-4-methyl-5-[[2-[6-(2,2,2-trifluoroethyl)quinazolin-4-yl]-2,7-diazaspiro[3.5]nonan-7-yl]methyl]indole-2-carbonitrile C(C)N1CC(OCC1=O)CN1C(=CC2=C(C(=CC=C12)CN1CCC2(CN(C2)C2=NC=NC3=CC=C(C=C23)CC(F)(F)F)CC1)C)C#N